CSC(=C1C(CCCC1=O)=O)SC 2-(bis(methylthio)methylene)cyclohexane-1,3-dione